ethyl 5-(5-hydroxy-2-(methylthio)phenyl)nicotinate OC=1C=CC(=C(C1)C=1C=NC=C(C(=O)OCC)C1)SC